S1C(=NC2=C1C=CC=C2)C(CC2=CC(=CC=C2)C(N)=N)NS(=O)(=O)C=2C=C(C(=O)N(C)CCOC)C=CC2 3-[[1-(1,3-benzothiazol-2-yl)-2-(3-carbamimidoylphenyl)ethyl]sulfamoyl]-N-(2-methoxyethyl)-N-methyl-benzamide